C(C)OC(=O)C=1C(=NC(=NC1C)SC)C(F)F 4-(Difluoromethyl)-6-methyl-2-(methylthio)pyrimidine-5-carboxylic acid ethyl ester